BrC1=C(C=CC(=C1)I)NC(CCCCl)=O N-(2-bromo-4-iodophenyl)-4-chlorobutanamide